2-di(tert-butyl)phosphino-2',4',6'-triisopropyl-3-methoxy-6-methyl-biphenyl C(C)(C)(C)P(C1=C(C(=CC=C1OC)C)C1=C(C=C(C=C1C(C)C)C(C)C)C(C)C)C(C)(C)C